FC[C@]1(OC(C[C@@H]1NC(=O)[C@@]1(CC(=NO1)C1=NC=CC2=CC=CC=C12)C(C)C)=O)O (R)-N-((2S,3S)-2-(fluoromethyl)-2-hydroxy-5-oxotetrahydrofuran-3-yl)-5-isopropyl-3-(isoquinolin-1-yl)-4,5-dihydroisoxazol-5-carboxamide